FC=1C=C(C=CC1C(N([C@H]1CNCCC1)C1=NC=CC2=CC=CC(=C12)C)=O)NC1=NC=CC(=N1)C(=O)N (R)-2-((3-fluoro-4-((8-methylisoquinolin-1-yl)(piperidin-3-yl)carbamoyl)phenyl)amino)pyrimidine-4-carboxamide